ClC1=C(C=C(N=N1)N1[C@@H]2[C@H](OCC1)CCNC2)C (4aS,8aR)-4-(6-chloro-5-methyl-pyridazin-3-yl)-2,3,4a,5,6,7,8,8a-octahydropyrido[4,3-b][1,4]oxazine